4-(4-((1R,5S)-3,8-diazabicyclo[3.2.1]octan-3-yl)-2-(((S)-1-(4,4-Difluoropiperidin-1-yl)propan-2-yl)oxy)-8-fluoro-5-(propynyl)pyrido[4,3-d]pyrimidin-7-yl)-5-ethyl-6-fluoronaphthalene [C@H]12CN(C[C@H](CC1)N2)C=2C1=C(N=C(N2)O[C@H](CN2CCC(CC2)(F)F)C)C(=C(N=C1C#CC)C1=CC=CC2=CC=C(C(=C12)CC)F)F